C(C)(=O)C=1C=CC(=C(C1)C=1C=C2C(=NN(C2=CC1)C(C1=CC=CC=C1)(C1=CC=CC=C1)C1=CC=CC=C1)NC(=O)[C@H]1CN(CC1)C(=O)OC(C)(C)C)Cl tert-Butyl (3R)-3-{[5-(5-acetyl-2-chlorophenyl)-1-trityl-1H-indazol-3-yl]carbamoyl}pyrrolidine-1-carboxylate